5-(dimethylphosphoryl)-1-(4-methoxybenzyl)-6-oxo-1,6-dihydropyridazine CP(=O)(C)C1=CC=NN(C1=O)CC1=CC=C(C=C1)OC